C(CC)[Si](OC1=CC=CC=C1)(OC1=CC=CC=C1)C1=CC=CC=C1 propyl-(phenyl)diphenyloxysilane